tert-butyl (S)-(4-(4-(3-amino-2-chlorophenyl)-3-chloropyridin-2-yl)-2-fluoro-6-methoxybenzyl)((5-oxopyrrolidin-2-yl)methyl)carbamate NC=1C(=C(C=CC1)C1=C(C(=NC=C1)C1=CC(=C(CN(C(OC(C)(C)C)=O)C[C@H]2NC(CC2)=O)C(=C1)OC)F)Cl)Cl